CN(C)CC=1C=C2C=3C=C(C=CC3N(C2=CC1)CC)C(=O)NCC1=CC=C(C=C1)S(=O)(=O)CC 6-dimethylaminomethyl-9-ethyl-N-(4-(ethylsulfonyl)benzyl)-9H-carbazole-3-amide